N-Nitrosoamine N(=O)N